ClC=1C=C(CNC(C(=O)N)(C)C)C=CC1N1N=CC(=C1)C1=NC(=NC=C1C#N)NC1CCN(CC1)S(=O)(=O)C 2-((3-Chloro-4-(4-(5-cyano-2-((1-(methylsulfonyl)piperidin-4-yl)amino)pyrimidin-4-yl)-1H-pyrazol-1-yl)benzyl)amino)-2-methylpropanamide